(1,3-Benzodioxol-5-ylmethylamino)-N-methyl-3-(1-methylimidazol-4-yl)benzenesulfonamide O1COC2=C1C=CC(=C2)CNC2=C(C=CC=C2C=2N=CN(C2)C)S(=O)(=O)NC